2-(tributyl-phosphanylidene)acetonitrile-d methyl-2-(5-chloro-2,3-dihydroxybenzylideneamino)-3-(4-hydroxyphenyl)propanoate COC(C(CC1=CC=C(C=C1)O)N=CC1=C(C(=CC(=C1)Cl)O)O)=O.C(CCC)P(=C(C#N)[2H])(CCCC)CCCC